gamma-Himachalene CC1=CC2C(CC1)C(=CCCC2(C)C)C